CC1=C(OC2=C(C=C(C=C2C1=O)C)[C@@H](C)NC1=C(C(=O)O)C=CC=C1)C1=CC=C2C(=N1)OC(=N2)C 2-[[(1R)-1-[3,6-Dimethyl-2-(2-methyloxazolo[5,4-b]pyridin-5-yl)-4-oxo-chromen-8-yl]ethyl]amino]benzoic acid